L-3-ethyl-carbodiimide C(C)N=C=N